BrC1=CC=C2C(C=C(NC2=C1)[C@@H]1[C@H](C1)C1=CC(=CC=C1)Cl)=O 7-bromo-2-((1S,2S)-2-(3-chlorophenyl)cyclopropyl)quinolin-4(1H)-one